methyl-2-benzyl-1-oxo-3-thioxo-2,3-dihydroimidazo[1,5-a]pyridine CC1C=CC=C2N1C(N(C2=O)CC2=CC=CC=C2)=S